1-(3-((4-(2-azidopropan-2-yl)-6-chloro-2,7-naphthyridin-1-yl)oxy)-3-methylazetidin-1-yl)ethan-1-one (R)-3-hydroxy-2-phenylpropionate OC[C@H](C(=O)O)C1=CC=CC=C1.N(=[N+]=[N-])C(C)(C)C1=CN=C(C2=CN=C(C=C12)Cl)OC1(CN(C1)C(C)=O)C